4-chloro-3-(4-ethoxybenzyl)phenyl-magnesium iodide lithium chloride [Cl-].[Li+].ClC1=C(C=C(C=C1)[Mg]I)CC1=CC=C(C=C1)OCC